O=C1N(C(C=C1)=O)CCC(=O)ON1C(CCC1=O)=O 2,5-Dioxo-pyrrolidinyl 2,5-dihydro-2,5-dioxo-1H-pyrrole-1-propanoate